O1C(CCCC1)OC(=O)COC(=O)C1C2C=CC(C1)C2=O 5-tetrahydropyran-2-yloxycarbonylmethyloxycarbonyl-7-oxo-bicyclo[2.2.1]Hept-2-ene